C1(=CC=CC=C1)N1C2=NC(=NC(=C2N=C1)C1CNCC1)N1CCOCC1 4-(9-phenyl-6-(pyrrolidin-3-yl)-9H-purin-2-yl)morpholine